1-[2-(2-cyano-4-methoxyphenyl)acetyl]-4-fluoro-N-{phenyl[4-(propan-2-yl)phenyl]methyl}pyrrolidine-2-carboxamide C(#N)C1=C(C=CC(=C1)OC)CC(=O)N1C(CC(C1)F)C(=O)NC(C1=CC=C(C=C1)C(C)C)C1=CC=CC=C1